3-hydroxy-1,3-diethylbutane OC(CCCC)(C)CC